FC(C1=NC2=CC=CC=C2C(=C1)N[C@@H]1C[C@@H](CCC1)NC(C1=CC=C(C=C1)OC)=O)F N-[(1r,3s)-3-[[2-(difluoromethyl)-4-quinolinyl]amino]cyclohexyl]-4-methoxy-benzamide